1-(tert-Butyl)-3-(2-Propoxyphenyl)-5-methyl-pyrazol-4-ol C(C)(C)(C)N1N=C(C(=C1C)O)C1=C(C=CC=C1)OCCC